6-(4-(6,7-Dihydro-5H-indeno[5,6-d]thiazol-2-yl)phenoxy)-N2-(naphthalen-1-yl)-N4-(3-(trifluoromethyl)phenyl)-1,3,5-triazine-2,4-diamine S1C(=NC2=C1C=C1CCCC1=C2)C2=CC=C(OC1=NC(=NC(=N1)NC1=CC=CC3=CC=CC=C13)NC1=CC(=CC=C1)C(F)(F)F)C=C2